N-carbobenzyloxy-L-valine C(=O)(OCC1=CC=CC=C1)N[C@@H](C(C)C)C(=O)O